C(CCC)N1C(N(C=2C(C1=O)=CNN2)C2CCC(CC2)CN2C(NC(C2(C)C)=O)=O)=O 5-Butyl-7-((1s,4s)-4-((5,5-dimethyl-2,4-dioxoimidazolidin-1-yl)methyl)cyclohexyl)-2,7-dihydro-4H-pyrazolo[3,4-d]pyrimidine-4,6(5H)-dione